FC1=CC=C(C=C1)S(=O)(=O)F 2-fluoro-5-benzenesulfonyl fluoride